C(C)(C)(C)OC(=O)N[C@@H]1CC(N(C1)C1=CC=C(C=C1)S(=O)(=O)N1CCN(CC1)C1=NC(=CC(=C1)C([C@@H]1CC[C@H](CC1)C(=O)O)(F)F)Cl)=O trans-4-[[2-[4-[4-[(4R)-4-(tert-butoxycarbonylamino)-2-oxo-pyrrolidin-1-yl]phenyl]sulfonylpiperazin-1-yl]-6-chloro-4-pyridinyl]-difluoro-methyl]cyclohexanecarboxylic acid